Methyl 2-(6-azaspiro[2.5]oct-1-yl)-1-(2-methoxyethyl)-1H-benzimidazole-6-carboxylate C1(CC12CCNCC2)C2=NC1=C(N2CCOC)C=C(C=C1)C(=O)OC